CC1=C(C=C(CNC(OC(C)(C)C)=O)C=C1)C(NC(C)C1=CC(=NC2=CC=CC=C12)N1C(CCC1)=O)=O tert-butyl (4-methyl-3-((1-(2-(2-oxopyrrolidin-1-yl)quinolin-4-yl)ethyl)carbamoyl)benzyl)carbamate